3,3,5-trimethylcyclohexyl 2-hydroxybenzoate OC1=C(C(=O)OC2CC(CC(C2)C)(C)C)C=CC=C1